ClC=1C(=CC(=C(C1)S(=O)(=O)N(C=1SC=CN1)CC1=CC=C(C=C1)OC)F)N1C[C@@H](CC1)N(C)C (R)-5-chloro-4-(3-(dimethylamino)pyrrolidin-1-yl)-2-fluoro-N-(4-methoxybenzyl)-N-(thiazol-2-yl)benzenesulfonamide